1-(2,4-difluorobenzyl)-N-((R)-2-((R)-2,2-difluorocyclopropyl)-4-methyl-5-oxo-5,6,7,8-tetrahydro-4H-pyrazolo[1,5-a][1,3]diazepin-6-yl)-1H-1,2,4-triazole-3-carboxamide FC1=C(CN2N=C(N=C2)C(=O)N[C@H]2C(N(C=3N(CC2)N=C(C3)[C@@H]3C(C3)(F)F)C)=O)C=CC(=C1)F